(2R,5S)-N-(2-Chloro-4-nitrophenyl)-3-(4-cyano-3-(trifluoromethyl)phenyl)-2-(trifluoromethyl)oxazolidin-5-carboxamid ClC1=C(C=CC(=C1)[N+](=O)[O-])NC(=O)[C@@H]1CN([C@H](O1)C(F)(F)F)C1=CC(=C(C=C1)C#N)C(F)(F)F